(S)-N-(5-(2-(2-aminopyridin-3-yl)-5-(1H-pyrazol-1-yl)-3H-imidazo[4,5-b]pyridin-3-yl)-2,3-dihydro-1H-inden-1-yl)-5-methyl-1H-pyrazole-3-carboxamide NC1=NC=CC=C1C1=NC=2C(=NC(=CC2)N2N=CC=C2)N1C=1C=C2CC[C@@H](C2=CC1)NC(=O)C1=NNC(=C1)C